methyl 5-(benzo[d]thiazol-2-ylthio)-2-methylpentanoate S1C(=NC2=C1C=CC=C2)SCCCC(C(=O)OC)C